ClC=1C(=NC=2NCCCC2C1)CCCCN(CC[C@@H](C(=O)O)NC1=NC(=NC2=CC=C(C=C12)F)C)CCOC (S)-4-((4-(3-chloro-5,6,7,8-tetrahydro-1,8-naphthyridin-2-yl)butyl)(2-methoxyethyl)amino)-2-((6-fluoro-2-methylquinazolin-4-yl)amino)butanoic acid